methyl (1r,2'S,4S,8'S)-4-(3-chloroanilino)-8'-[(2R)-3-hydroxy-2-methylpropyl]-2'-methyl-3',4',8',9'-tetrahydro-2'H-spiro[cyclohexane-1,7'-indeno[5,6-b][1,4]dioxepine]-4-carboxylate ClC=1C=C(NC2(CCC3([C@H](CC4=CC=5O[C@H](CCOC5C=C34)C)C[C@H](CO)C)CC2)C(=O)OC)C=CC1